(1R,2S)-2,6-DIMETHYL-1-INDANAMINE C[C@@H]1[C@H](C2=CC(=CC=C2C1)C)N